NC(CN1C(CN(C2=CC=CC=C12)C1=CC=C(C=C1)C(F)(F)F)CNC(OC(C)(C)C)=O)=O tert-butyl ((1-(2-amino-2-oxoethyl)-4-(4-(trifluoromethyl)phenyl)-1,2,3,4-tetrahydroquinoxalin-2-yl)methyl)carbamate